2-Amino-1-(3-methoxy-2,6-dimethylphenyl)-5-methyl-4-oxo-4,5,6,7-tetrahydro-1H-pyrrolo[2',3':3,4]pyrazolo[1,5-a]pyrazine-3-carbonitrile NC1=C(C=2C(=NN3C2C(N(CC3)C)=O)N1C1=C(C(=CC=C1C)OC)C)C#N